4-chloro-2-[4-[N-[[(2S)-1,4-dioxan-2-yl]methyl]-4-(trideuteriomethoxy)anilino]cyclohexyl]-5-[[(1R,5R,6S)-3-oxabicyclo[4.1.0]heptan-5-yl]methylamino]pyridazin-3-one ClC=1C(N(N=CC1NC[C@@H]1COC[C@@H]2C[C@H]12)C1CCC(CC1)N(C1=CC=C(C=C1)OC([2H])([2H])[2H])C[C@@H]1OCCOC1)=O